C(C)(C)N1C(=NN=C1)C1=CC=CC(=N1)N1C(N(CC1)C1=CC=C(C=C1)N1CCC(CC1)C#N)=O 1-(4-(3-(6-(4-isopropyl-4H-1,2,4-triazol-3-yl)pyridin-2-yl)-2-oxoimidazolidin-1-yl)phenyl)piperidine-4-carbonitrile